4-(4-Nitro-3-methoxyphenyl)piperazine-1-carboxylic acid tert-butyl ester C(C)(C)(C)OC(=O)N1CCN(CC1)C1=CC(=C(C=C1)[N+](=O)[O-])OC